O1C=CC2=C1C=CC(=C2)C2=CN=CC1=C2SCCN1S(=O)(=O)C1=CC=C(C#N)C=C1 4-((8-(benzofuran-5-yl)-2,3-dihydro-4H-pyrido[4,3-b][1,4]thiazin-4-yl)sulfonyl)benzonitrile